4-(8-((1s,3S)-3-methoxycyclobutyl)-3,8-diazabicyclo[3.2.1]oct-3-yl)-6-(1-methyl-1H-pyrazol-4-yl)pyrrolo[1,2-b]pyridazine COC1CC(C1)N1C2CN(CC1CC2)C=2C=1N(N=CC2)C=C(C1)C=1C=NN(C1)C